1-(2-Chlorophenyl)-4-(3-hydroxy-3-methylpyrrolidin-1-yl)-7-(trifluoromethyl)pyrido[2,3-d]pyrimidin-2(1H)-one ClC1=C(C=CC=C1)N1C(N=C(C2=C1N=C(C=C2)C(F)(F)F)N2CC(CC2)(C)O)=O